N1C(CC2=NC=CC=C21)=O 1H-pyrrolo[3,2-b]Pyridin-2-one